N[C@@H]1C=2C(=NC=CC2)CC12CCN(CC2)C2=NC(=C(C(=N2)C#N)C2=C(C(=CC=C2)Cl)Cl)C 2-((S)-5-amino-5,7-dihydrospiro[cyclopenta[b]pyridine-6,4'-piperidine]-1'-yl)-5-(2,3-dichlorophenyl)-6-methylpyrimidine-4-carbonitrile